C[C@H]1[C@H]([C@H]([C@@H]([C@@H](O1)O[C@@H]2[C@H]([C@H]([C@H](O[C@@H]2O)CO)O)O[C@@H]3[C@@H]([C@H]([C@H]([C@H](O3)CO)O)O)NC(=O)C)O)O)O The molecule is an amino trisaccharide that is alpha-D-galactopyranose in which the hydroxy groups at positions 2 and 3 have been glycosylated by alpha-L-fucopyranosyl and 2-acetamido-alpha-D-galactopyranosyl groups, respectively. It is an amino trisaccharide and a member of acetamides. It derives from an alpha-D-GalpNAc-(1->3)-alpha-D-Galp.